ClC1(C(C1)C1=C(C(=O)O)C=CC=C1)Cl 2-(2,2-dichlorocyclopropyl)benzoic acid